[Pd].F[B-](F)(F)F.[H+] tetrafluoroboric acid palladium